(2-(benzo[d]thiazole-2-yl)-4-(2-(benzo[d]oxazol-2-yl)-4-methoxyphenoxy)-3-hydroxy-6-methoxyphenyl)-1H-pyrazole-4-carboxylic acid ethyl ester C(C)OC(=O)C=1C=NN(C1)C1=C(C(=C(C=C1OC)OC1=C(C=C(C=C1)OC)C=1OC2=C(N1)C=CC=C2)O)C=2SC1=C(N2)C=CC=C1